tert-Butyl N-[3-methyl-5-[[2-[(2R,5S)-5-methyl-2-(2-oxo-3,4-dihydro-1H-quinolin-6-yl)-1-piperidyl]-2-oxo-acetyl]amino]-2-pyridyl]carbamate CC=1C(=NC=C(C1)NC(C(=O)N1[C@H](CC[C@@H](C1)C)C=1C=C2CCC(NC2=CC1)=O)=O)NC(OC(C)(C)C)=O